NC1=C(C=NN1CC)C(=O)N1C[C@@]2(CCC1)C1=C(NC(O2)=O)C=CC(=C1F)Cl (R)-1'-(5-Amino-1-ethyl-1H-pyrazole-4-carbonyl)-6-chloro-5-fluorospiro[benzo[d][1,3]oxazine-4,3'-piperidin]-2(1H)-one